2-((9,10-dioxo-9,10-dihydro-anthracene-2-yl)carbamoyl)benzoic acid O=C1C2=CC=CC=C2C(C=2C=CC(=CC12)NC(=O)C1=C(C(=O)O)C=CC=C1)=O